CS(=O)(=O)C1=NC=C(C(=N1)OC1=CC=CC=C1)C(F)(F)F 2-methylsulfonyl-4-phenoxy-5-(trifluoromethyl)pyrimidine